dimethyl 6,6'-(4-(4-((tert-butyldimethylsilyl)oxy)butyl)piperazine-2,6-diyl)dihex-anoate [Si](C)(C)(C(C)(C)C)OCCCCN1CC(NC(C1)CCCCCC(=O)OC)CCCCCC(=O)OC